7-Chloro-4-(1-(5-(((2-(dimethylamino)ethyl)(methyl)amino)methyl)pyrimidin-2-yl)piperidin-4-yl)-1-methyl-1,4-dihydropyrido[2,3-b]pyrazine-2,3-dione ClC1=CC2=C(N(C(C(N2C)=O)=O)C2CCN(CC2)C2=NC=C(C=N2)CN(C)CCN(C)C)N=C1